7-(4-bromophenyl)-4-((R)-1-phenylethyl)-1,4-oxazepin-3-one BrC1=CC=C(C=C1)C1=CCN(C(CO1)=O)[C@H](C)C1=CC=CC=C1